3-(5-methoxy-1-oxo-6,9-dihydro-2,9a-diazabenzo[cd]azulen-2(1H)-yl)piperidine-2,6-dione COC=1C=CC=2N(C(N3CC=CCC1C23)=O)C2C(NC(CC2)=O)=O